[2-chloro-4-[[3-[3-(trifluoromethyl)-1H-pyrazol-4-yl]imidazo[1,2-a]pyrazin-8-yl]amino]phenyl]-[4-[(3R)-3-hydroxypiperidine-3-carbonyl]piperazin-1-yl]methanone ClC1=C(C=CC(=C1)NC=1C=2N(C=CN1)C(=CN2)C=2C(=NNC2)C(F)(F)F)C(=O)N2CCN(CC2)C(=O)[C@@]2(CNCCC2)O